(1R,3S)-3-[1-tert-butyl-5-({2-[(4-methoxyphenyl)methyl]-1-oxo-2,3-dihydro-1H-isoindol-5-yl}amino)-1H-pyrazol-3-yl]cyclopentyl 4-nitrophenyl carbonate C(O[C@H]1C[C@H](CC1)C1=NN(C(=C1)NC=1C=C2CN(C(C2=CC1)=O)CC1=CC=C(C=C1)OC)C(C)(C)C)(OC1=CC=C(C=C1)[N+](=O)[O-])=O